C[C@]12CC(C[C@](CC1)(N2)C)N(C2=CC=C(N=N2)C2=C(C=C(C=C2)C=2C=CN(C2)C)O)C 4-(4-(6-(((1R,3s,5S)-1,5-dimethyl-8-azabicyclo[3.2.1]octan-3-yl)(methyl)amino)pyridazin-3-yl)-3-hydroxyphenyl)-1-methyl-1H-pyrrole